vinylpyrrolidone-maleic acid C(=C)C1C(N(CC1)/C(=C/C(=O)O)/C(=O)O)=O